OC(C(C)N1C(C2=CC=3C(N(C(C3C=C2C1=O)=O)C(C)C(C)O)=O)=O)C 2,6-bis(3-hydroxybutan-2-yl)pyrrolo[3,4-f]isoindole-1,3,5,7(2H,6H)-tetraone